BrC=1C(=C(SC1)C1=NN=NN1)CC 5-(4-bromo-3-ethylthiophen-2-yl)-1H-tetrazole